N-(1-cyanocyclopropyl)-8-(4-(2-methoxypropanoyl)piperazin-1-yl)-3-(5-(trifluoromethyl)-1,3,4-thiadiazol-2-yl)imidazo[1,5-a]pyridine-6-sulfonamide C(#N)C1(CC1)NS(=O)(=O)C=1C=C(C=2N(C1)C(=NC2)C=2SC(=NN2)C(F)(F)F)N2CCN(CC2)C(C(C)OC)=O